3-hydroxy-3-(4-methoxyphenyl)butanal OC(CC=O)(C)C1=CC=C(C=C1)OC